[OH-].[V+4].[OH-].[OH-].[OH-] vanadium (+4) hydroxide